7-(cyclopropylamino)-5-(3-(methylsulfinylmethyl)-4-(1,2,5,6-tetrahydropyridin-3-yl)phenylamino)pyrazolo[1,5-a]Pyrimidine-3-carbonitrile C1(CC1)NC1=CC(=NC=2N1N=CC2C#N)NC2=CC(=C(C=C2)C=2CNCCC2)CS(=O)C